C(C#C)(=O)OC methyl prop-2-ynoate